C[C@](N)(CC1=CNC=N1)C(=O)O D-α-methylhistidine